Methyl 2-[[4-[6-[[4-(2-cyclopropylthiazol-4-yl)-2-fluoro-phenyl]methoxy]-2-pyridyl]-2,5-difluoro-phenyl]methyl]-3-[[(2S)-oxetan-2-yl]methyl]benzimidazole-5-carboxylate C1(CC1)C=1SC=C(N1)C1=CC(=C(C=C1)COC1=CC=CC(=N1)C1=CC(=C(C=C1F)CC=1N(C2=C(N1)C=CC(=C2)C(=O)OC)C[C@H]2OCC2)F)F